2-(5-chloro-(2H)-benzotriazol-2-yl)-4-(methyl)-6-(tert-butyl)phenol ClC1=CC=2C(=NN(N2)C2=C(C(=CC(=C2)C)C(C)(C)C)O)C=C1